benzyl 4-(benzyloxy)-7-methyl-spiro[indole-3,4'-piperidine]-1'-carboxylate C(C1=CC=CC=C1)OC1=C2C(=C(C=C1)C)N=CC21CCN(CC1)C(=O)OCC1=CC=CC=C1